2-(((R)-1-(3,7-dimethyl-4-oxo-2-(((R)-tetrahydrofuran-3-yl)oxy)-4H-pyrido[1,2-a]pyrimidin-9-yl)ethyl)amino)benzoic acid CC1=C(N=C2N(C1=O)C=C(C=C2[C@@H](C)NC2=C(C(=O)O)C=CC=C2)C)O[C@H]2COCC2